CC1=CC=C(C=C1)S(=O)(=O)OCC(CNC1=CC2=C(N=C(S2)\C=C\C#CC2=NC=C(N=C2)NC)C=C1)(OC)OC (E)-2,2-dimethoxy-3-((2-(4-(5-(methylamino)pyrazin-2-yl)but-1-en-3-yn-1-yl)benzo[d]thiazol-6-yl)amino)propyl 4-methylbenzenesulfonate